CC1=C(OC(C(=O)OCC)(C)C)C(=CC(=C1)CCN1N=CN(C1=O)C1=CC=C(C=C1)C(F)(F)F)C Ethyl 2-(2,6-dimethyl-4-(2-(5-oxo-4-(4-(trifluoromethyl)phenyl)-4,5-dihydro-1H-1,2,4-triazol-1-yl)ethyl)phenoxy)-2-methylpropionate